2-(1-Cyclopropyl-2-hydroxy-2-methylpropyl)-6-fluoro-7-(4-(5-methyl-1,3,4-oxadiazol-2-yl)phenyl)isoindolin-1-one C1(CC1)C(C(C)(C)O)N1C(C2=C(C(=CC=C2C1)F)C1=CC=C(C=C1)C=1OC(=NN1)C)=O